7-((Dimethylamino)methyl)-5-(3-(6-((4-(2-(2,6-dioxopiperidin-3-yl)-1-oxoisoindolin-4-yl)but-3-yn-1-yl)carbamoyl)pyridin-3-yl)isoquinolin-8-yl)-N-methyl-1H-indole-3-carboxamide CN(C)CC=1C=C(C=C2C(=CNC12)C(=O)NC)C=1C=CC=C2C=C(N=CC12)C=1C=NC(=CC1)C(NCCC#CC1=C2CN(C(C2=CC=C1)=O)C1C(NC(CC1)=O)=O)=O